C1=CC=C2C(=C1)C(=CN2)OS(=O)(=O)[O-].[K+] 3-indoxyl sulfate potassium salt